Cl.NCCNC(C(=C)C)=O N-(2-aminoethyl)methacrylamide hydrochloride salt